ClC(C1=NC(=NO1)C=1C=CC(=NC1)CP(NC1CCCC1)(=O)C)(F)F P-((5-(5-(chlorodifluoromethyl)-1,2,4-oxadiazol-3-yl)pyridin-2-yl)methyl)-N-cyclopentyl-P-methylphosphinic amide